ClC=1N=C(C2=C(N1)C(=CS2)C=2C=NN(C2)C(F)F)N2[C@@H](COCC2)C (R)-4-(2-chloro-7-(1-(difluoromethyl)-1H-pyrazol-4-yl)thieno[3,2-d]Pyrimidin-4-yl)-3-methylmorpholine